titanium tri-n-propoxide mono(ethylacetoacetate) C(C)CC(CC(=O)[O-])=O.[O-]CCC.[O-]CCC.[O-]CCC.[Ti+4]